CC=1OC(=CC(C1)=C(C#N)C#N)C=CC1=CC=2CCCN3CCCC(C23)=C1 2-{2-methyl-6-[2-(2,3,6,7-tetrahydro-1H,5H-benzo[ij]quinolizin-9-yl)ethenyl]-4H-pyran-4-ylidene}propanedinitrile